C1(CC1)NC1=CC(=NC=2N1N=CC2C#N)NC2=CC(=C(C=C2)F)C[S@](=O)C |r| (±)-7-(Cyclopropylamino)-5-((4-fluoro-3-((methylsulfinyl)methyl)phenyl)amino)pyrazolo[1,5-a]pyrimidine-3-carbonitrile